2-(6-{5-chloro-2-[(oxan-4-yl)amino]pyrimidin-4-yl}-1-oxo-2,3-dihydro-1H-isoindol-2-yl)-N-[(1R)-1-(3-methoxyphenyl)-ethyl]acetamide ClC=1C(=NC(=NC1)NC1CCOCC1)C1=CC=C2CN(C(C2=C1)=O)CC(=O)N[C@H](C)C1=CC(=CC=C1)OC